tert-butyl (1S,5R)-3-(7-chloro-8-fluoro-2-(methylthio)pyrido[4,3-d]pyrimidin-4-yl)-8-azabicyclo[3.2.1]oct-2-ene-8-carboxylate ClC1=C(C=2N=C(N=C(C2C=N1)C1=C[C@@H]2CC[C@H](C1)N2C(=O)OC(C)(C)C)SC)F